FC1C(C=2C(=CNC2CC1)C(F)(F)F)=O 5-fluoro-3-(trifluoromethyl)-1,5,6,7-tetrahydro-4H-indol-4-one